OC[C@H]1N(C(OC1)(C)C)C(=O)OC(C)(C)C tert-butyl (4R)-4-(hydroxymethyl)-2,2-dimethyl-oxazolidine-3-carboxylate